(5-fluoro-3-(fluoromethyl)-4-oxo-3,4-dihydro-quinazolin-6-yl)carbamic acid FC1=C2C(N(C=NC2=CC=C1NC(O)=O)CF)=O